C(#N)C1(CC1)NS(=O)(=O)C1=CC=C2C3=C(N(C2=C1)C=1SC(=NN1)C(F)F)N=CN=C3N3C[C@@H](N(CC3)C)COC (R)-N-(1-Cyanocyclopropyl)-9-(5-(difluoromethyl)-1,3,4-thiadiazol-2-yl)-4-(3-(methoxymethyl)-4-methylpiperazin-1-yl)-9H-pyrimido[4,5-b]indole-7-sulfonamide